Cl.C(C)OC(CN)=O Amino-acetic acid ethyl ester hydrochloride